COC(=O)[C@@H]1C[C@H]2C[C@]3(OOCC4(CC(CCC4)O)O3)[C@@H]1C2 (1r,2s,4s,6r)-3''-hydroxydispiro[bicyclo[2.2.1]heptane-2,3'-[1,2,4]trioxane-5',1''-cyclohexane]-6-carboxylic acid methyl ester